((((2R,3S,4R,5R)-5-(6-chloro-4-(((S)-1-(3-chlorophenyl)ethyl)amino)-1H-pyrazolo[3,4-d]pyrimidin-1-yl)-3,4-dihydroxytetrahydrofuran-2-yl)methoxy)methyl)phosphonic acid ClC1=NC(=C2C(=N1)N(N=C2)[C@H]2[C@@H]([C@@H]([C@H](O2)COCP(O)(O)=O)O)O)N[C@@H](C)C2=CC(=CC=C2)Cl